4-[2-phenoxyethyl-[4-(5,6,7,8-tetrahydro-1,8-naphthyridin-2-yl)butyl]amino]-2-(pyrrolidine-1-carbonylamino)butanoic acid O(C1=CC=CC=C1)CCN(CCC(C(=O)O)NC(=O)N1CCCC1)CCCCC1=NC=2NCCCC2C=C1